methyl-bis(t-butoxy)silanol C[Si](O)(OC(C)(C)C)OC(C)(C)C